(S)-3-((2-amino-3-((tetrahydrofuran-3-yl)oxy)pyridin-4-yl)methoxy)-5-(2,5-dimethyl-1,2,3,4-tetrahydroisoquinolin-7-yl)pyrazin-2-amine NC1=NC=CC(=C1O[C@@H]1COCC1)COC=1C(=NC=C(N1)C1=CC(=C2CCN(CC2=C1)C)C)N